OCCOC1=CC=C(C=C1)C(C)(C)C1=CC=C(C=C1)OCCO 2,2-bis(4-(2-hydroxyethoxy)phenyl)propane